CC1CN(CC=C1C1=C2C(=NC(=C1)NC(=O)C1CC1)NC=C2)C(=O)C2=NC=C(N=C2)C N-(4-(3-methyl-1-(5-methylpyrazine-2-carbonyl)-1,2,3,6-tetrahydropyridin-4-yl)-1H-pyrrolo[2,3-b]pyridin-6-yl)cyclopropylcarboxamide